methyl 4-(3-((1-(4-chloro-2-(2-hydroxyethoxy)phenyl)-2-oxo-2-(6-(trifluoromethoxy)indolin-1-yl)ethyl)amino)-5-methoxyphenoxy)butanoate ClC1=CC(=C(C=C1)C(C(N1CCC2=CC=C(C=C12)OC(F)(F)F)=O)NC=1C=C(OCCCC(=O)OC)C=C(C1)OC)OCCO